2-((1R,3R,5S)-3-((3-(2-chlorophenyl)-5-cyclopropylisoxazol-4-yl)methoxy)-8-azabicyclo[3.2.1]oct-8-yl)-4-ethynylbenzo[d]thiazole-6-carboxylic acid methyl ester COC(=O)C1=CC2=C(N=C(S2)N2[C@H]3CC(C[C@@H]2CC3)OCC=3C(=NOC3C3CC3)C3=C(C=CC=C3)Cl)C(=C1)C#C